N-(4-((R)-3-methyl-2,6-dioxopiperidin-3-yl)phenyl)acetamide hydrochloride Cl.C[C@]1(C(NC(CC1)=O)=O)C1=CC=C(C=C1)NC(C)=O